N-(2,5-dichlorophenyl)-1-(4-(trifluoromethyl)benzyl)spiro[indoline-3,4'-piperidine]-1'-carboxamide ClC1=C(C=C(C=C1)Cl)NC(=O)N1CCC2(CC1)CN(C1=CC=CC=C12)CC1=CC=C(C=C1)C(F)(F)F